N[C@H](CS)CCS (S)-2-Aminobutane-1,4-dithiol